7-(isoquinolin-4-yl)-5H-pyrido[4,3-b]indole C1=NC=C(C2=CC=CC=C12)C=1C=CC=2C3=C(NC2C1)C=CN=C3